3,6-dimethylbenzoate CC=1C=C(C(=O)[O-])C(=CC1)C